methyl 2-methyl-8-(1,2,4-oxadiazol-3-yl)imidazo[1,2-a]pyridine-6-carboxylate CC=1N=C2N(C=C(C=C2C2=NOC=N2)C(=O)OC)C1